5,7-dichloro-2-methyl-pyrazolo[4,3-d]pyrimidine ClC=1N=C(C=2C(N1)=CN(N2)C)Cl